C12OCC(C1)(C2)N2N=C1N=C(C(=CC1=C2)C(=O)NC=2C(N(C=CC2)C2CC2)=O)OC(C)C 2-(2-oxabicyclo[2.1.1]hex-4-yl)-N-(1-cyclopropyl-2-oxo-1,2-dihydropyridin-3-yl)-6-isopropoxy-2H-pyrazolo[3,4-b]pyridine-5-carboxamide